2-(3-(4-(2,2-difluorobenzo[d][1,3]dioxol-5-yl)piperazine-1-carbonyl)benzyl)-2H-indazole-7-carboxamide FC1(OC2=C(O1)C=CC(=C2)N2CCN(CC2)C(=O)C=2C=C(CN1N=C3C(=CC=CC3=C1)C(=O)N)C=CC2)F